1,4,5,8-tetrahydroxy-4a,9a-dihydroanthraquinone OC1=CC=C(C2C(C3=C(C=CC(=C3C(C12)=O)O)O)=O)O